(ethylsulfanyl)-3-fluoro-4-(6-fluoro-3,4-dihydroisoquinolin-2(1H)-yl)-6-methylaniline-d tert-butyl-N-[(2R)-1-[(6-bromoisoquinolin-4-yl)oxy]propan-2-yl]carbamate C(C)(C)(C)OC(N[C@@H](COC1=CN=CC2=CC=C(C=C12)Br)C)=O.C(C)SN(C1=CC(=C(C=C1C)N1CC2=CC=C(C=C2CC1)F)F)[2H]